dichloro(ditolylphosphine) palladium [Pd].ClC1=C(C(=C(C=C1)C)PC1=C(C=CC=C1)C)Cl